NCC1=CC(=CNC1=O)[C@@H]1CN(CCC1(F)F)[C@@H](C(=O)NC=1SC2=C(N1)C=C1C(=C2)OC(O1)(F)F)C (R)-2-((R)-3-(5-(aminomethyl)-6-oxo-1,6-dihydropyridin-3-yl)-4,4-difluoropiperidin-1-yl)-N-(2,2-difluoro-[1,3]dioxolo[4',5':4,5]benzo[1,2-d]thiazol-6-yl)propanamide